(3-chlorophenyl)(5H-pyrido[3'',4'':4',5']pyrrolo[3',2':4,5]imidazo[1,2-c]pyrimidin-5-yl)methanone ClC=1C=C(C=CC1)C(=O)N1C2=C(C=3N=C4N(C=NC=C4)C31)C=NC=C2